COC1CN(C1)C(CCC1=CC=CC(=N1)C(=O)[O-])(C)C.[Li+] lithium (1+) 6-[3-(3-methoxyazetidin-1-yl)-3-methylbutyl]pyridine-2-carboxylate